CN[C@@H]1C[C@H](C2=CC(=CC=C12)C(F)(F)F)C (1R,3R)-N,3-dimethyl-5-(trifluoromethyl)-2,3-dihydro-1H-inden-1-amine